(2-hydroxyethyl)-N-methyl-p-toluidine OCCN(C1=CC=C(C=C1)C)C